N-(4-{(1S)-1-[(4-chlorophenyl)(6-chloro-8-methylquinolin-4-yl)methyl]butyl}benzoyl)-β-alanine ClC1=CC=C(C=C1)C([C@H](CCC)C1=CC=C(C(=O)NCCC(=O)O)C=C1)C1=CC=NC2=C(C=C(C=C12)Cl)C